CNC=1NC(C=2N=CN([C@H]3[C@H](OC)[C@H](O)[C@@H](CO)O3)C2N1)=O N2-methyl-2'-O-methylguanosine